FC1=NC=C(C=C1)CC1=C(C2=CC(=CC=C2C(=C1C)OC)F)OC 2-fluoro-5-((7-fluoro-1,4-dimethoxy-3-methylnaphthalen-2-yl)methyl)pyridine